9'-(4-(4-(6-methylpyridin-2-yl)phenyl)-5-phenylpyridin-3-yl)-9'H-9,3':6',9''-tercarbazole CC1=CC=CC(=N1)C1=CC=C(C=C1)C1=C(C=NC=C1C1=CC=CC=C1)N1C2=CC=C(C=C2C=2C=C(C=CC12)N1C2=CC=CC=C2C=2C=CC=CC12)N1C2=CC=CC=C2C=2C=CC=CC12